C(CCC#C)NC(OC(C)(C)C)=O tert-butyl pent-4-yn-1-ylcarbamate